N-(4-((4-(3-(hydroxymethyl)tetrahydrofuran-3-yl)-6-(methylsulfonyl)pyridin-2-yl)amino)-5-(5'H,7'H-spiro[cyclopropane-1,6'-pyrazolo[5,1-b][1,3]oxazin]-2'-yl)pyridin-2-yl)acetamide OCC1(COCC1)C1=CC(=NC(=C1)S(=O)(=O)C)NC1=CC(=NC=C1C1=NN2C(OCC3(C2)CC3)=C1)NC(C)=O